4-bromo-3-chloro-5-fluoro-phenylamine BrC1=C(C=C(C=C1F)N)Cl